2-[4-[1-(2,6-dioxo-3-piperidyl)-3-methyl-2-oxo-benzimidazol-5-yl]piperazin-1-yl]-N-[5-fluoro-7-hydroxy-6-(1,1,4-trioxo-1,2,5-thiadiazolidin-2-yl)-2-naphthyl]acetamide O=C1NC(CCC1N1C(N(C2=C1C=CC(=C2)N2CCN(CC2)CC(=O)NC2=CC1=CC(=C(C(=C1C=C2)F)N2S(NC(C2)=O)(=O)=O)O)C)=O)=O